C(C#CCCCCCCCCCCCCCCC)(=O)O 2-octadecynic acid